(2S,4R)-4-fluoro-1-[2-(3-oxomorpholin-4-yl)acetyl]-N-[(S)-phenyl[4-(propan-2-yl)phenyl]methyl]pyrrolidine-2-carboxamide F[C@@H]1C[C@H](N(C1)C(CN1C(COCC1)=O)=O)C(=O)N[C@H](C1=CC=C(C=C1)C(C)C)C1=CC=CC=C1